cobalt iodide, chromium salt [Cr].[Co](I)I